1-({3,4-difluoro-2-[(2-fluoro-4-iodophenyl)amino]phenyl}carbonyl)-3-({[2-(dimethylamino)ethyl]amino}methyl)azetidin-3-ol FC=1C(=C(C=CC1F)C(=O)N1CC(C1)(O)CNCCN(C)C)NC1=C(C=C(C=C1)I)F